C(C)(C)(C)OC(=O)NC1CCN(CC1)C=1SC=C(N1)C(=O)N[C@@H](CO[Si](C)(C)C(C)(C)C)C(=O)N[C@@H](CO)C(=O)[O-] (2-(4-((tert-butoxycarbonyl)amino)piperidin-1-yl)thiazole-4-carbonyl)-O-(tert-butyldimethylsilyl)-Z-seryl-Z-serinate